C(C)OCN(C(C=C)=O)C N-ethoxymethyl-N-methylacrylamide